P(=O)(O)(O)O.O1POCCC1 1,3,2-dioxaphosphorinane phosphate